C(CCC)C(C(Br)(CCCC)CCCC)(N)CCCC tetrabutyl-bromoethylamine